ethyl 6-chloro-4-hydroxy-1,5-naphthyridine-2-carboxylate ClC=1N=C2C(=CC(=NC2=CC1)C(=O)OCC)O